(5-{[2-(5-Chloropyridin-2-yl)imidazo[1,2-a]pyridin-3-yl]methyl}-2,5-diazabicyclo[2.2.2]oct-2-yl)-[6-(difluoromethoxy)pyridin-2-yl]methanon ClC=1C=CC(=NC1)C=1N=C2N(C=CC=C2)C1CN1C2CN(C(C1)CC2)C(=O)C2=NC(=CC=C2)OC(F)F